4-chloro-2-isopropyl-1H-pyrrolo[2,3-b]pyridine ClC1=C2C(=NC=C1)NC(=C2)C(C)C